(4-(2-((2,2-diphenylvinyl)thio)-1-(p-tolyl)vinyl)phenyl)(phenyl)methanone C1(=CC=CC=C1)C(=CSC=C(C1=CC=C(C=C1)C)C1=CC=C(C=C1)C(=O)C1=CC=CC=C1)C1=CC=CC=C1